N1CC(C2=CC=CC=C12)\C=C/1\C(N(C(S1)=S)CCCCCC(=O)O)=O (Z)-6-(5-(indolin-3-ylmethylene)-4-oxo-2-thioxothiazolidin-3-yl)hexanoic acid